C1(CCC1)N1CCC(CC1)N1CCC(CC1)C=1C=C(C2=C(N(C(=N2)C2=CC(=C(C=C2)S(=O)(=O)C)F)C)C1)C 6-(1'-Cyclobutyl-[1,4'-bipiperidin]-4-yl)-2-(3-fluoro-4-(methylsulfonyl)phenyl)-1,4-dimethyl-1H-benzo[d]imidazol